6-chloro-2-cyclopropoxy-8-(4-(difluoromethoxy)phenyl)pteridin-7(8H)-one ClC1=NC=2C=NC(=NC2N(C1=O)C1=CC=C(C=C1)OC(F)F)OC1CC1